NC1=C(C=C(C=N1)C=1C=C(C(=O)NCCCN2CCCC2)C=CC1)OCC1=C(C(=CC=C1F)F)Cl 3-[6-amino-5-(2-chloro-3,6-difluoro-benzyloxy)-pyridin-3-yl]-N-(3-pyrrolidin-1-yl-propyl)-benzamide